C1CC12C(NCC2)=O 5-azaspiro[2.4]heptane-4-one